[Cl-].C(CCCCCCC\C=C/CCCCCCCC)OC(C[N+](C)(C)CCCCCCCC\C=C/CCCCCCCC)=O N-(2-oleyloxyoxoethyl)-N-(oleyl)-N,N-dimethylammonium chloride